OC=1C=CC(=C(C1)CC1=C(C=CC(=C1)O)S(=O)(=O)O)S(=O)(=O)O di(5-hydroxy-2-sulfophenyl)methane